Methyltri-n-propoxysilan C[Si](OCCC)(OCCC)OCCC